{4-[4-amino-2-ethoxymethyl-7-(pyridin-3-yl)-1H-imidazo[4,5-c]quinolin-1-yl]butyl}-N'-propylurea NC1=NC=2C=C(C=CC2C2=C1N=C(N2CCCCNC(=O)NCCC)COCC)C=2C=NC=CC2